tert-butyl ((3R)-1-(1-(1-(4-(5-(1H-pyrazol-1-yl)pyridin-3-yl)-1H-1,2,3-triazol-1-yl)ethyl)-2-oxo-1,2-dihydro pyridin-4-yl)piperidin-3-yl)(cyclobutylmethyl)carbamate N1(N=CC=C1)C=1C=C(C=NC1)C=1N=NN(C1)C(C)N1C(C=C(C=C1)N1C[C@@H](CCC1)N(C(OC(C)(C)C)=O)CC1CCC1)=O